4-((((3-(2,4-dioxotetrahydropyrimidin-1(2H)-yl)pyridin-4-yl)methyl)amino)methyl)-N-(4-methyl-3-((4-(pyridin-3-yl)pyrimidin-2-yl)amino)phenyl)benzamide O=C1N(CCC(N1)=O)C=1C=NC=CC1CNCC1=CC=C(C(=O)NC2=CC(=C(C=C2)C)NC2=NC=CC(=N2)C=2C=NC=CC2)C=C1